N1(CCCCCC1)C(=O)C=1C=C(C=CC1)C1=C(C=2C(=NC=CC2Cl)N1)C=1C=CC(=C(C1)NC(C=C)=O)C N-(5-(2-(3-(azepane-1-carbonyl)phenyl)-4-chloro-1H-pyrrolo[2,3-b]pyridin-3-yl)-2-methylphenyl)acrylamide